trans-2-ethyl-2-(4-methoxyphenyl)cyclobutan-1-ol C(C)[C@@]1([C@@H](CC1)O)C1=CC=C(C=C1)OC